1-{[6-(6-{6-azaspiro[3.4]octan-6-ylmethyl}-1-oxo-4-(trifluoromethyl)-3H-isoindol-2-yl)-4-[5-methyl-2-(4-methyl-1,2,4-triazol-3-yl)phenyl]pyridin-2-yl]amino}cyclobutane-1-carbonitrile C1CCC12CN(CC2)CC2=CC(=C1CN(C(C1=C2)=O)C2=CC(=CC(=N2)NC2(CCC2)C#N)C2=C(C=CC(=C2)C)C2=NN=CN2C)C(F)(F)F